C(C)(C)C1=C(C(=CC=C1)C(C)C)C(=N)C1=C(O[Ru])C=CC=C1 ((2,6-diisopropylphenyl-iminomethyl)phenoxy)ruthenium